5-acetyl-1-(4-fluorophenyl)-2-oxo-1,2-dihydropyridine-3-carboxylic acid methyl ester COC(=O)C=1C(N(C=C(C1)C(C)=O)C1=CC=C(C=C1)F)=O